6-chloro-N-{1-[3-(2-methoxypropan-2-yl)bicyclo[1.1.1]pentan-1-yl]-1H-pyrazol-4-yl}-7-[1-(3-methyloxetan-3-yl)piperidin-4-yl]quinazolin-2-amine ClC=1C=C2C=NC(=NC2=CC1C1CCN(CC1)C1(COC1)C)NC=1C=NN(C1)C12CC(C1)(C2)C(C)(C)OC